3-(((2S)-2-methylpiperazin-1-yl)methyl)-1,2-diazine C[C@@H]1N(CCNC1)CC=1N=NC=CC1